methyl 2-((4,5,6,7-tetrahydrobenzo[d]thiazol-2-yl)amino)acetate S1C(=NC2=C1CCCC2)NCC(=O)OC